CC=1N=C2N(N=C(C=C2C)C=2N=C3N(C(C2)=O)C=C(S3)N3C2CN(CC3CC2)C(=O)OC(C)(C)C)C1 tert-butyl 8-[7-(2,8-dimethylimidazo[1,2-b]pyridazin-6-yl)-5-oxo-thiazolo[3,2-a]pyrimidin-2-yl]-3,8-diazabicyclo[3.2.1]octane-3-carboxylate